1'-ethyl-2-methyl-3'-(trifluoromethyl)-1'H,2H-3,4'-bipyrazole C(C)N1N=C(C(=C1)C=1N(N=CC1)C)C(F)(F)F